[Cl-].C(=C)N1CN(C=C1)NC(C)=O 1-vinyl-3-acetamidoimidazole chloride